1-(4-(1H-indol-6-yl)-2-methyl-5-(5-(4-methylpiperazin-1-yl)-1H-benzo[d]imidazol-2-yl)-1H-pyrrol-3-yl)ethan-1-one N1C=CC2=CC=C(C=C12)C=1C(=C(NC1C1=NC2=C(N1)C=CC(=C2)N2CCN(CC2)C)C)C(C)=O